N1C=C(C2=CC=CC=C12)C(=O)O.ClC1=C(C(=C(C=C1OC)OC)Cl)N1CC2=C(C=3C=CC=NC13)N=C(N=C2)N[C@H]2[C@H](COC2)NC(C=C)=O N-((3R,4S)-4-((6-(2,6-dichloro-3,5-dimethoxyphenyl)-5,6-dihydropyrimido[5,4-c][1,8]naphthyridin-2-yl)amino)tetrahydrofuran-3-yl)acrylamide Indole-3-carboxylate